N1N=CC2=C(C=CC=C12)C[C@@H](C)NC(OC(C)(C)C)=O tert-butyl (R)-(1-(1H-indazol-4-yl)propan-2-yl)carbamate